(R)-8-(4,4-dimethylcyclohex-1-en-1-yl)-N-(1-hydroxypropan-2-yl)quinoline-3-carboxamide CC1(CC=C(CC1)C=1C=CC=C2C=C(C=NC12)C(=O)N[C@@H](CO)C)C